N-methyl-4-morpholino-2-[(2E)-2-(m-tolylmethylene)hydrazino]thieno[3,2-d]pyrimidine-6-carboxamide CNC(=O)C1=CC=2N=C(N=C(C2S1)N1CCOCC1)N/N=C/C=1C=C(C=CC1)C